CC(C=C)C(COCCO)O (1-methylallyl)diethylene glycol